rac-1-(3-Oxo-4-(trifluoromethyl)-3,5,6,7-tetrahydro-2H-cyclopenta[c]pyridazin-7-yl)-3-(4-(5-(trifluoromethyl)pyrimidin-2-yl)piperazine-1-carbonyl)azetidine-3-carbonitrile O=C1C(=C2C(=NN1)[C@@H](CC2)N2CC(C2)(C#N)C(=O)N2CCN(CC2)C2=NC=C(C=N2)C(F)(F)F)C(F)(F)F |r|